S1C(=NC2=C1C=CC=C2)C2=C(C=CC=C2)NC(C2=C(C(=C(C(=C2F)F)F)F)F)=O N-(2-(benzo[d]thiazol-2-yl)phenyl)-2,3,4,5,6-pentafluorobenzamide